6-[2,3-difluoro-4-(2-hydroxybutoxy)phenyl]-5-methyl-4,5-dihydro-2H-pyridazin-3-one FC1=C(C=CC(=C1F)OCC(CC)O)C=1C(CC(NN1)=O)C